tert-butyl (6aR)-4-chloro-3-(2-fluoro-6-hydroxyphenyl)-12-oxo-1-(2,3,4-trimethylpiperazin-1-yl)-6a,7,9,10-tetrahydro-12H-pyrazino[2,1-c]pyrido[3,4-f][1,4]oxazepine-8(6H)-carboxylate ClC1=C(N=C(C=2C(N3[C@@H](COC21)CN(CC3)C(=O)OC(C)(C)C)=O)N3C(C(N(CC3)C)C)C)C3=C(C=CC=C3O)F